pentamethylcyclopentadienyl-(1-tert-butyl-1,5,6,7-tetrahydro-s-indacenyl)hafnium CC1=C(C(=C(C1([Hf]C1(C=CC2=CC=3CCCC3C=C12)C(C)(C)C)C)C)C)C